(1S,2S,3S,6R)-4-((difluoromethoxy)methyl)-6-(((4-hydroxycyclohexyl)methyl)amino)cyclohex-4-ene-1,2,3-triol FC(OCC=1[C@@H]([C@@H]([C@H]([C@@H](C1)NCC1CCC(CC1)O)O)O)O)F